tert-butyl methyl(4-(4,4,5,5-tetramethyl-1,3,2-dioxaborolan-2-yl)pyridine-2-yl)carbamate CN(C(OC(C)(C)C)=O)C1=NC=CC(=C1)B1OC(C(O1)(C)C)(C)C